3-(4-(((trifluoromethyl)sulfonyl)methoxy)quinazolin-2-yl)azetidine-1-carboxylic acid tert-butyl ester C(C)(C)(C)OC(=O)N1CC(C1)C1=NC2=CC=CC=C2C(=N1)OCS(=O)(=O)C(F)(F)F